C1(CC1)C1=NN(C=C1)[C@@H]1C[C@H](C1)CCCN 3-(trans-3-(3-cyclopropyl-1H-pyrazol-1-yl)cyclobutyl)propan-1-amine